4-(6-fluoro-2-oxo-2,3-dihydro-1H-1,3-benzodiazol-1-yl)-N-(4-methoxyphenyl)cyclohexane-1-carboxamide FC=1C=CC2=C(N(C(N2)=O)C2CCC(CC2)C(=O)NC2=CC=C(C=C2)OC)C1